5-(N-(4-chloro-2-((neopentylamino)methyl)phenyl)-N-ethylsulfamoyl)-3-Methylbenzofuran-2-carboxylic acid ethyl ester C(C)OC(=O)C=1OC2=C(C1C)C=C(C=C2)S(N(CC)C2=C(C=C(C=C2)Cl)CNCC(C)(C)C)(=O)=O